C(CCCCCCC\C=C/C\C=C/CCCCC)(=O)OCCN(C(CCCCCCC\C=C/C\C=C/CCCCC)=O)CCCCN(C)C 2-((9Z,12Z)-N-(4-(dimethylamino)butyl)octadeca-9,12-dienamido)ethyl (9Z,12Z)-octadeca-9,12-dienoate